2-(ethylsulfonyl)acetamide C(C)S(=O)(=O)CC(=O)N